1-(N-pentyl-pyrrol-2-yl)-3-(m-tolyl)propan-1-one Methyl-{[5-(5-methyl-1,3,4-oxadiazol-2-yl)-4-nitro-1-phenyl-1H-pyrazol-3-yl]sulfanyl}acetat COC(CSC1=NN(C(=C1[N+](=O)[O-])C=1OC(=NN1)C)C1=CC=CC=C1)=O.C(CCCC)N1C(=CC=C1)C(CCC=1C=C(C=CC1)C)=O